N1C=C(C=C1)OB(O)O 3-pyrrolyl-boric acid